FC1(OC(OC1(Cl)F)(C(F)(F)F)C(F)(F)F)Cl 4,5-difluoro-4,5-dichloro-2,2-bis(trifluoromethyl)-1,3-dioxolane